C(C)(C)C=1C(=NN(C1C=1C=C(C=2N(C1)N=CN2)C)COCC[Si](C)(C)C)C2=CCC1(OCCO1)CC2 6-(4-isopropyl-3-(1,4-dioxaspiro[4.5]dec-7-en-8-yl)-1-((2-(trimethylsilyl)ethoxy)methyl)-1H-pyrazol-5-yl)-8-methyl-[1,2,4]triazolo[1,5-a]pyridine